trans-4-[(5-chloro-2-methyl-4-pyridyl)methyl]cyclohexanecarboxylic acid ClC=1C(=CC(=NC1)C)C[C@@H]1CC[C@H](CC1)C(=O)O